2-[(6-{[(cyclobutylmethyl)amino]methyl}imidazo[1,2-a]pyridin-2-yl)methyl]-5-phenyl-1,2-dihydro-2,7-naphthyridin-1-one C1(CCC1)CNCC=1C=CC=2N(C1)C=C(N2)CN2C(C1=CN=CC(=C1C=C2)C2=CC=CC=C2)=O